(6-bromopyrazin-2-yl)(2,3-dihydro-4H-benzo[b][1,4]oxazin-4-yl)methanone tert-butyl-N-[2-(benzylsulfanyl)-2-oxoethyl]carbamate C(C)(C)(C)OC(NCC(=O)SCC1=CC=CC=C1)=O.BrC1=CN=CC(=N1)C(=O)N1C2=C(OCC1)C=CC=C2